3-(6-(1H-pyrazol-1-yl)pyridazin-3-yl)-5-(bromomethyl)-1-(2,6-difluorobenzyl)-6-(4-nitrophenyl)thieno[2,3-d]pyrimidine-2,4(1H,3H)-dione N1(N=CC=C1)C1=CC=C(N=N1)N1C(N(C2=C(C1=O)C(=C(S2)C2=CC=C(C=C2)[N+](=O)[O-])CBr)CC2=C(C=CC=C2F)F)=O